(E)-4-(3-fluorophenyl)-2,4,7-trimethyloct-2,6-dienal FC=1C=C(C=CC1)C(/C=C(/C=O)\C)(CC=C(C)C)C